C1=CC=CC=2NC3=CC=CC=C3[Hg]C12 Phenomercurazine